(S)-2-(tert-butyl-dimethyl-silanyloxymethyl)-4-(6-(2,5-dimethyl-pyrrol-1-yl)-4-methoxyPhenyl-pyridin-3-yl)-piperazine-1-carboxylic acid tert-butyl ester C(C)(C)(C)OC(=O)N1[C@@H](CN(CC1)C=1C(=NC=CC1)C1=CC=C(C=C1N1C(=CC=C1C)C)OC)C(O[SiH2]C(C)(C)C)(C)C